ClC=1C=CC(=NC1)NC1=CC(=NC=N1)NC=1C(=C2CNC(C2=CC1)=O)OC 5-((6-((5-Chloropyridin-2-yl)amino)pyrimidin-4-yl)amino)-4-methoxyisoindolin-1-one